O(C1=CC=CC=C1)CC#CC1=NN(C2=NC=NC(=C21)N)C2CCC1(OCCO1)CC2 3-(3-phenoxyprop-1-ynyl)-1-(1,4-dioxaspiro[4.5]decan-8-yl)-1H-pyrazolo[3,4-d]pyrimidin-4-amine